N-Cyclopropyl-4-(2-(7,8-dimethyl-[1,2,4]triazolo[1,5-a]pyridin-6-yl)-3-isopropyl-1H-indol-5-yl)cyclohexan-1-amin C1(CC1)NC1CCC(CC1)C=1C=C2C(=C(NC2=CC1)C=1C(=C(C=2N(C1)N=CN2)C)C)C(C)C